FC(CN1N=CC=2C1=NC(=CN2)N2CC1(CN(C1)C1=NC(=CC=C1)OCC(F)(F)F)CC2)F 6-[1-(2,2-difluoroethyl)-1H-pyrazolo[3,4-b]pyrazin-6-yl]-2-[6-(2,2,2-trifluoroethoxy)pyridin-2-yl]-2,6-diazaspiro[3.4]octane